ClC1=C(C=C(C(=C1)NC(C1=C(C=CC=C1)C)=O)C)S(=O)(=O)N[C@H](C)C1CCN(CC1)C(=O)OC(C)(C)C (R)-tert-butyl 4-(1-(2-chloro-5-methyl-4-(2-methylbenzamido)phenylsulfonamido)ethyl)piperidine-1-carboxylate